(epoxymethano)dibenzo[de,g]chromen-4-yl 3-methylbut-2-enoate CC(=CC(=O)OC1=COC2=CC3=C(C=4C2=C1C=C1C4OC1)C=CC=C3)C